COC(=O)C=1N(C(=CN1)NC(=O)C1[N@@](C1)C(C1=CC=CC=C1)(C1=CC=CC=C1)C1=CC=CC=C1)C.NCCOCCOCCOCCC(=O)N 3-[2-[2-(2-aminoethoxy)ethoxy]ethoxy]propanamide methyl-(R)-1-methyl-5-(1-tritylaziridine-2-carboxamido)-1H-imidazole-2-carboxylate